ClC=1C=C2CCN([C@H](C2=C(C1)Cl)C)C(=O)[C@H]1CN(CCO1)C=1C2=C(C=NC1)N=CO2 ((S)-6,8-dichloro-1-methyl-3,4-dihydroisoquinolin-2(1H)-yl)((R)-4-(oxazolo[4,5-c]pyridin-7-yl)morpholin-2-yl)methanone